8-[(2s,5r)-2,5-diethyl-4-[1-(4-fluorophenyl)ethyl]piperazin-1-yl]-5-methyl-6-oxo-5,6-dihydro-1,5-naphthyridine-2-carbonitrile C(C)[C@@H]1N(C[C@H](N(C1)C(C)C1=CC=C(C=C1)F)CC)C1=CC(N(C=2C=CC(=NC12)C#N)C)=O